rac-(4s,5s)-4-amino-5-(5-chlorothien-2-yl)-5-methylpyrrolidin-2-one N[C@H]1CC(N[C@]1(C)C=1SC(=CC1)Cl)=O |r|